(1R,2S,6S)-2-fluoro-6-[4-(propan-2-yl)piperazin-1-yl]Cyclohexane F[C@@H]1C[C@H](CCC1)N1CCN(CC1)C(C)C